NC(C1CCN(CC1)C(C)=O)C1=C(C=C(C(=C1)Cl)Cl)O 1-(4-(amino(4,5-dichloro-2-hydroxyphenyl)methyl)piperidin-1-yl)ethanone